C(C1=CC=CC=C1)N1N=C(C(=CC1=O)Br)OC1CCOCC1 2-benzyl-5-bromo-6-((tetrahydro-2H-pyran-4-yl)oxy)pyridazin-3(2H)-one